N-(2-(4,5-dimethylthiazol-2-yl)propan-2-yl)-2-oxo-2,3-dihydro-1H-imidazo[4,5-b]pyridine-6-carboxamide CC=1N=C(SC1C)C(C)(C)NC(=O)C=1C=C2C(=NC1)NC(N2)=O